S(C)(=O)(=O)[O-].C(C)[NH+]1CC(CC1)CC 1,3-diethylpyrrolidinium mesylate